CN1CCC(CC1)NC(=O)C=1C=C2C(=NC1)NC=C2C2=CC=C1C(CC3(CCNCC3)OC1=C2)=O N-(1-methylpiperidin-4-yl)-3-(4-oxospiro[chromane-2,4'-piperidin]-7-yl)-1H-pyrrolo[2,3-b]pyridine-5-carboxamide